CN1C=2N(C=3N=C(N=CC13)NC=1C(=CC=3N(C1)N=CN3)C)C3(CCSCC3)CN2 5-methyl-N-(7-methyl-[1,2,4]triazolo[1,5-a]pyridin-6-yl)-2',3',5,5',6',7-hexahydrospiro[imidazo[1,2-e]purine-8,4'-thiopyran]-2-amine